NC1=CC(=C(OCCN2CCN(CC2)C(=O)OC(C)(C)C)C=C1)Br tert-Butyl 4-(2-(4-amino-2-bromophenoxy)ethyl)piperazine-1-carboxylate